C(C)(=O)OS=S disulphenyl acetate